C(#N)C1=CC=C(C=C1)NC(=O)NC(CC(=O)O)C1=CC=C(C=C1)OC 3-{[(4-cyanophenyl)carbamoyl]amino}-3-(4-methoxyphenyl)propionic acid